C(C1=CC=CC=C1)N1N=C(N=C1)C(=O)NC1C(N(C=2N(CCC1)C=NC2)C)=O 1-Benzyl-N-(1-methyl-2-oxo-1,2,3,4,5,6-hexahydroimidazo[1,5-a][1,3]diazocin-3-yl)-1H-1,2,4-triazol-3-carboxamid